1-Bromo-4-(2-bromoethynyl)benzene BrC1=CC=C(C=C1)C#CBr